7-((4-(6-methylcarbamoyl-2-fluoropyridin-3-yl)piperazin-1-yl)methyl)-6-fluoro-3,5-dihydrofuro[3,2-c]quinolin-4(2H)-one CNC(=O)C1=CC=C(C(=N1)F)N1CCN(CC1)CC=1C=CC=2C3=C(C(NC2C1F)=O)CCO3